C1(CC1)C1(C(=C(C=C(N1)C=1C=NC=C(C1)C(F)(F)F)N(C)CC1(CCCC1)COCC)N)N 6-cyclopropyl-N4-{[1-(ethoxymethyl)cyclopentyl]methyl}-N4-methyl-5'-(trifluoromethyl)[2,3'-bipyridine]-4,5,6-triamine